(3-Aminopyrazolo[1,5-a]pyridin-2-yl)methanol NC=1C(=NN2C1C=CC=C2)CO